3-{7-amino-2-[(2Z)-2-cyano-2-ethylideneethyl]-1-oxo-2,3-dihydro-1H-isoindol-4-yl}-N-methylbenzamide NC=1C=CC(=C2CN(C(C12)=O)C/C(=C/C)/C#N)C=1C=C(C(=O)NC)C=CC1